(S)-N-(2,7-dimethylimidazo[1,2-a]pyrimidin-6-yl)-4-(3-methylpiperazin-1-yl)-2,3-dihydro-1H-pyrrolo[2,3-b]pyridine-1-carboxamide 2,2,2-trifluoroacetate FC(C(=O)O)(F)F.CC=1N=C2N(C=C(C(=N2)C)NC(=O)N2CCC=3C2=NC=CC3N3C[C@@H](NCC3)C)C1